C(N)(=O)CC[C@H](NS(=O)C(C)(C)C)C1=NC=CC(=C1)CCCCCC(=O)O 6-[2-[(1S)-3-carbamoyl-1-[(2-methylpropane-2-sulfinyl)amino]propyl]pyridin-4-yl]hexanoic acid